trimethyl-1,3,5,2,4,6-trioxa-triborinane CB1OB(OB(O1)C)C